(3-fluoro-4-methoxyphenyl)-5-(3,4,5-trimethoxyphenyl)-[1,2,4]triazolo[1,5-c]pyrimidine FC=1C=C(C=CC1OC)C1=NN2C(=NC=CC2=N1)C1=CC(=C(C(=C1)OC)OC)OC